CC1C(C=2C=CC3=C(C4=C(S3)C=CC=C4)C2C1)=O 1,2-dihydro-2-methyl-3H-benzo[b]indeno[4,5-d]thiophen-3-one